ClC=1C(=NC(=NC1)C(=O)N[C@@H]1C(N(C2=C(OC1)C=C(C=N2)F)C)=O)C2=CC(=C(C=C2)F)C (S)-5-chloro-4-(4-fluoro-3-methylphenyl)-N-(8-fluoro-5-methyl-4-oxo-2,3,4,5-tetrahydropyrido[3,2-b]-[1,4]oxazepin-3-yl)pyrimidine-2-carboxamide